(S)-5-(2-(3-chloro-4-cyanophenyl)-3-methyl-2,8-diazaspiro[4.5]decan-8-yl)-N-methoxy-N-methylpyrimidine-2-carboxamide ClC=1C=C(C=CC1C#N)N1CC2(C[C@@H]1C)CCN(CC2)C=2C=NC(=NC2)C(=O)N(C)OC